ICCCS(=O)(=O)NC1=CC=C(C[C@H](N)C(=O)O)C=C1 p-((3-iodopropyl)sulfonamido)-L-phenylalanine